NC1=NC=C(C=C1O[C@H](C)C=1C=C(C=CC1)NC(=O)C1=CC=C2CC(N(C2=C1)C)=O)Cl (R)-N-(3-(1-((2-amino-5-chloropyridin-3-yl)oxy)ethyl)phenyl)-1-methyl-2-oxoindoline-6-carboxamide